tert-butyl (R)-(1-(6-bromo-[1,2,4]triazolo[1,5-a]pyridin-2-yl)piperidin-3-yl)carbamate BrC=1C=CC=2N(C1)N=C(N2)N2C[C@@H](CCC2)NC(OC(C)(C)C)=O